P(=O)(OCC)(OCC)OCC(=C=O)NC=1C=C2C(=NC=NC2=CC1OC1COCC1)NC1=CC(=C(C=C1)F)Cl diethyl (2-((4-((3-chloro-4-fluorophenyl) amino)-7-((tetrahydro-3-furanyl) oxy)-6-quinazolinyl) amino)-2-carbonylethyl) phosphate